CN1N=NC=C1C(=O)NC1CCC(CC1)NC1=CC=CC=2N1C=C(N2)C(F)(F)F 1-methyl-N-[(1s,4s)-4-{[2-(trifluoromethyl)imidazo[1,2-a]pyridin-5-yl]amino}cyclohexyl]-1H-1,2,3-triazole-5-carboxamide